N-[3-chloro-4-[4-[(3R)-pyrrolidine-3-carbonyl]piperazine-1-carbonyl]phenyl]-5-[2,3-difluoro-4-(fluoromethoxy)phenyl]-1-methyl-imidazole-2-carboxamide ClC=1C=C(C=CC1C(=O)N1CCN(CC1)C(=O)[C@H]1CNCC1)NC(=O)C=1N(C(=CN1)C1=C(C(=C(C=C1)OCF)F)F)C